N[C@H](C(=O)NC1=NC=C(C=C1)C=1C(=NN(C1C)C)C)C1CCC(CC1)C (S)-2-amino-2-((1r,4S)-4-methylcyclohexyl)-N-(5-(1,3,5-trimethyl-1H-pyrazol-4-yl)pyridin-2-yl)acetamide